tert-butyl 4-[[4-[2-(1,3-dioxoisoindolin-2-yl)ethyl]piperazin-1-yl]methyl]piperidine-1-carboxylate O=C1N(C(C2=CC=CC=C12)=O)CCN1CCN(CC1)CC1CCN(CC1)C(=O)OC(C)(C)C